3-CHLORO-4-(N-ETHYLCARBAMOYL)BENZENEBORONIC ACID ClC=1C=C(C=CC1C(NCC)=O)B(O)O